(S)-N-(3-((3-aminopiperidin-1-yl)methyl)-5-(4-methyl-1H-imidazol-1-yl)phenyl)-1-(4-fluorophenyl)piperidine-4-carboxamide N[C@@H]1CN(CCC1)CC=1C=C(C=C(C1)N1C=NC(=C1)C)NC(=O)C1CCN(CC1)C1=CC=C(C=C1)F